BrC=1C=C2C(=NC(=NN2C1)Cl)N(C(OC(C)(C)C)=O)CC=1OC=CN1 tert-butyl (6-bromo-2-chloropyrrolo[2,1-f][1,2,4]triazin-4-yl)(oxazol-2-ylmethyl)carbamate